2-(4-((((4-((S)-2-((S)-2-amino-3-methylbutanamido)-5-ureidopentanamido)benzyl)oxy)carbonyl)(methyl)amino)-N-methylbutanamido)propanoate N[C@H](C(=O)N[C@H](C(=O)NC1=CC=C(COC(=O)N(CCCC(=O)N(C)C(C(=O)[O-])C)C)C=C1)CCCNC(=O)N)C(C)C